C(C)(C)(C)C=1C=C(NN1)NC(=O)NC1=CC=C(C=C1)N1C=NC2=C1C=CC(=C2)OCCCCCC#C 1-(5-tert-butyl-2H-pyrazol-3-yl)-3-[4-(5-hept-6-ynyloxy-benzoImidazol-1-yl)-phenyl]-urea